BrC=1C=C(C=C(C1)F)C1CCOCC1 4-(3-bromo-5-fluorophenyl)tetrahydro-2H-pyran